OCCCN(C(CC)=O)C N-3-hydroxypropyl-N-methylpropanamide